BrCC(=O)C1=CC=NC=C1 2-bromo-1-(pyridin-4-yl)ethanone